picoline p-methylbenzenesulfonate CC1=CC=C(C=C1)S(=O)(=O)O.N1=C(C=CC=C1)C